N1=NN(C2=NC=CC=C21)C2=CC(=C(C(=O)N([C@H]1CNCCC1)C1=NC=CC3=CC(=CC=C13)C=1SC(=CN1)C)C=C2)F (R)-4-(3H-[1,2,3]triazolo[4,5-b]pyridin-3-yl)-2-fluoro-N-(6-(5-methylthiazol-2-yl)isoquinolin-1-yl)-N-(piperidin-3-yl)benzamide